C(C(C)C)P(C1=C(SC(=C1P(CC(C)C)CC(C)C)CC)CC)CC(C)C 3,4-bis(diisobutylphosphino)-2,5-diethylthiophene